2-((4-(((S)-2-hydroxy-1-phenylethyl)amino)-5-(3-morpholino-1,2,4-oxadiazol-5-yl)pyridin-2-yl)amino)-7-methyl-6,7-dihydro-5H-pyrrolo[3,4-b]pyridin-5-one OC[C@H](C1=CC=CC=C1)NC1=CC(=NC=C1C1=NC(=NO1)N1CCOCC1)NC1=CC=C2C(=N1)C(NC2=O)C